CC1=C(C=NC2=CC=CC=C12)C1=CC=C(CC2=CCN(CC2)C(CC)=O)C=C1 1-(4-(4-(4-Methyl-quinolin-3-yl)benzyl)-5,6-dihydropyridin-1(2H)-yl)propan-1-one